8-bromo-1-imino-3,5-dihydro-2H-4,1λ6-benzoxathiepin 1-oxide BrC1=CC2=C(COCCS2(=N)=O)C=C1